N-[4-(3-cyanophenyl)-5-(2,6-dimethyl-4-pyridinyl)thiazol-2-yl]-3-methyl-2-oxo-1,3,8-triazaspiro[4.5]decane-8-carboxamide C(#N)C=1C=C(C=CC1)C=1N=C(SC1C1=CC(=NC(=C1)C)C)NC(=O)N1CCC2(CN(C(N2)=O)C)CC1